4-Phenyl-1-p-toluenesulfonyl-1,2,3-triazole C1(=CC=CC=C1)C=1N=NN(C1)S(=O)(=O)C1=CC=C(C)C=C1